ClC=1C=C(C=CC1F)NC1=NC=NC2=CC(=C(C=C12)NC(\C=C\CN1CCCCC1)=O)OCCCCCC#C (E)-N-(4-((3-chloro-4-fluorophenyl)amino)-7-(hept-6-yn-1-oxy)quinazolin-6-yl)-4-(piperidin-1-yl)but-2-enamide